F[C@H]1CNCCC1 (R)-3-fluoropiperidine